(2R)-4,4-difluoro-N-{4-[5-fluoro-7-(2-hydroxypropan-2-yl)-3-(pyridin-2-yl)-1H-pyrrolo[3,2-b]pyridin-2-yl]pyridin-2-yl}-2-(4-fluorophenyl)butanamide FC(C[C@@H](C(=O)NC1=NC=CC(=C1)C1=C(C2=NC(=CC(=C2N1)C(C)(C)O)F)C1=NC=CC=C1)C1=CC=C(C=C1)F)F